[2-[4-[1-[3,5-dichloro-4-(2-chloroethoxy)phenyl]-1-methyl-ethyl]anilino]oxazol-5-yl]methanol ClC=1C=C(C=C(C1OCCCl)Cl)C(C)(C)C1=CC=C(NC=2OC(=CN2)CO)C=C1